C(CCCCCCCC=CC=CC=CCCCC)(=O)[O-] eleostearate